4-(3-methyl-1,2,4-oxadiazol-5-yl)benzoyl chloride CC1=NOC(=N1)C1=CC=C(C(=O)Cl)C=C1